C(#C)[Mg]Br acetenyl-magnesium bromide